trimethyl-Oxy-n-butoxyhafnium CO[Hf](OCCCC)(OC)OC